potassium phenylcarboxylate C1(=CC=CC=C1)C(=O)[O-].[K+]